CC1=C(C=CC(=C1)[N+](=O)[O-])N1CCNCC1 1-(2-methyl-4-nitrophenyl)piperazine